CC1=C(C=CC(=C1)C)C1=NC(=NC(=N1)C1=C(C=C(C=C1)C)C)C1=C(C=C(C=C1)OCCCCCCCC)O 2-(4,6-bis(2,4-dimethylphenyl)-1,3,5-triazin-2-yl)-5-[(octyl)oxy]phenol